BrC1=CC(=CC=C1)S(=O)(=O)C1CC1 1-bromo-3-(cyclopropylsulfonyl)benzene